4-cyclopropyl-6-((8-(morpholine-4-carbonyl)-2,3-dihydrobenzo[b][1,4]dioxin-5-yl)amino)-1H-pyrrolo[2,3-b]pyridine-3-carbonitrile C1(CC1)C1=C2C(=NC(=C1)NC1=CC=C(C=3OCCOC31)C(=O)N3CCOCC3)NC=C2C#N